2-(4-(5-chloro-2-(1H-tetrazol-1-yl)phenyl)-2,5-dioxopiperazin-1-yl)-N-(1-oxoisoindolin-5-yl)-3-phenylpropanamide ClC=1C=CC(=C(C1)N1CC(N(CC1=O)C(C(=O)NC=1C=C2CNC(C2=CC1)=O)CC1=CC=CC=C1)=O)N1N=NN=C1